4-(4-fluoro-3-(3-(isobutylamino)azetidine-1-carbonyl)benzyl)phthalazin FC1=C(C=C(CC2=NN=CC3=CC=CC=C23)C=C1)C(=O)N1CC(C1)NCC(C)C